3-chloro-N-((1R,5S,6s)-3-(5-(3-cyano-6-(2-hydroxy-2-methylpropyloxy)pyrazolo[1,5-a]pyridin-4-yl)pyridin-2-yl)-3-azabicyclo[3.1.0]hexan-6-yl)picolinamide ClC=1C(=NC=CC1)C(=O)NC1[C@@H]2CN(C[C@H]12)C1=NC=C(C=C1)C=1C=2N(C=C(C1)OCC(C)(C)O)N=CC2C#N